(S)-1-(4-nitrophenyl)-ethan-1-amine [N+](=O)([O-])C1=CC=C(C=C1)[C@H](C)N